NC1=CC(=NC=N1)C=1C(=NN2C1CN(CC2)C(C)=O)C2=CC=C(C=C2)F 1-(3-(6-aminopyrimidin-4-yl)-2-(4-fluorophenyl)-6,7-dihydropyrazolo[1,5-a]pyrazin-5(4H)-yl)ethan-1-one